N-(4-chloro-5-(1,1-difluoropropyl)pyridin-2-yl)cyclopropanecarboxamide (2-(dimethylamino)-3-((5-methoxy-5-oxopentyl)oxy)propoxy)hexadec-7-enoate CN(C(COC(C(=O)O)CCCCC=CCCCCCCCC)COCCCCC(=O)OC)C.ClC1=CC(=NC=C1C(CC)(F)F)NC(=O)C1CC1